CS(=O)(=O)OCC1=CC2=NC=CC(=C2S1)C=1C=C(C=C2CCCN(C12)[C@@H]1CN(C2(CCC2)C1)S(=O)(=O)C(C)(C)C)Cl (S)-(7-(1-(5-(tert-butylsulfonyl)-5-azaspiro[3.4]octan-7-yl)-6-chloro-1,2,3,4-tetrahydroquinolin-8-yl)thieno[3,2-b]pyridin-2-yl)methyl methanesulfonate